4-(methylamino)butan-2-ol sulfonium [SH3+].CNCCC(C)O